F\C(=C/CNC(OC(C)(C)C)=O)\CS(=O)(=O)C1=CC=CC=C1 tert-butyl (Z)-(3-fluoro-4-(phenylsulfonyl)but-2-en-1-yl)carbamate